1,1,3,3,5,5-hexamethylcyclotrisilazane C[Si]1(N[Si](N[Si](N1)(C)C)(C)C)C